COC=1C=C2C(NC(=NC2=CC1OCCCCCCCCC(=O)OC)C)=O methyl 9-((6-methoxy-2-methyl-4-oxo-3,4-dihydroquinazolin-7-yl)oxy)nonanoate